CN(CC(=O)N1CCC(CC1)C=1C=C2C(=C(NC2=CC1)C1=CC=2N(C=C1)N=NC2C)C(C)C)C 2-(dimethylamino)-1-(4-(3-isopropyl-2-(3-methyl-[1,2,3]triazolo[1,5-a]pyridin-5-yl)-1H-indol-5-yl)piperidin-1-yl)ethan-1-one